1-(2,5-dibromopentyl)guanidine BrC(CNC(=N)N)CCCBr